5-bromo-3-(1-(1-methylpyrrolidin-3-yl)-1H-pyrazol-4-yloxy)pyrazin-2-amine BrC=1N=C(C(=NC1)N)OC=1C=NN(C1)C1CN(CC1)C